(5-(1-(tetrahydro-2H-pyran-4-yl)ethyl)pyridin-2-yl)cyclopropanecarboxamide O1CCC(CC1)C(C)C=1C=CC(=NC1)C1(CC1)C(=O)N